OC1(CCN(CC1)C(=O)[C@H]1[C@@H](CN(CC1)CC1=NC=CN=C1)C1=CC=CC=C1)CN1C=NC=2C(C1=O)=CSC2C2=CC=C(C=C2)OC 3-[[4-hydroxy-1-[(3R,4R)-3-phenyl-1-(pyrazin-2-ylmethyl)piperidine-4-carbonyl]-4-piperidinyl]methyl]-7-(4-methoxyphenyl)thieno[3,4-d]pyrimidin-4-one